trans-4-[(5-fluoroindazol-1-yl)methyl]cyclohexanecarboxylic acid FC=1C=C2C=NN(C2=CC1)C[C@@H]1CC[C@H](CC1)C(=O)O